NC1CC=2C1=CC=CC2 amino-benzocyclobutene